1-(((diphenylmethylene)amino)oxy)-2-(4-methoxyphenyl)ethane-1,2-dione C1(=CC=CC=C1)C(C1=CC=CC=C1)=NOC(C(=O)C1=CC=C(C=C1)OC)=O